N1C[C@H](CC1)[C@@H](C(=O)OC)CC1=CC(=CC=C1)C=C methyl (2S)-2-[(3R)-pyrrolidin-3-yl]-3-(3-vinylphenyl)propanoate